3,7,11-Trimethyldodeca-1,6,10-trien-3-ol CC(C=C)(CCC=C(CCC=C(C)C)C)O